2-Chloro-4-(3-fluorooxetan-3-yl)pyrimidine Sodium N-[4-(2-ethoxy-2-oxoethyl)-1,3-thiazol-2-yl]sulfamate C(C)OC(CC=1N=C(SC1)NS([O-])(=O)=O)=O.[Na+].ClC1=NC=CC(=N1)C1(COC1)F